5-methoxy-N-(quinolin-8-yl)picolinamide COC=1C=CC(=NC1)C(=O)NC=1C=CC=C2C=CC=NC12